4-((3-(2-bromo-4-fluorobenzyl)-1-methyl-1H-pyrazol-4-yl)methyl)-1-(cyclopropylmethyl)-1H-1,2,3-triazole BrC1=C(CC2=NN(C=C2CC=2N=NN(C2)CC2CC2)C)C=CC(=C1)F